9,9-diethyl-9H-benzo[d]pyrrolo[1,2-a][1,3]azasilol C(C)[Si]1(C=2N(C3=C1C=CC=C3)C=CC2)CC